Bis(2,4-dibromophenyl)(methoxylmethyl)amine BrC1=C(C=CC(=C1)Br)N(COC)C1=C(C=C(C=C1)Br)Br